(S)-1-(4-(4-(2-amino-6-methylpyrimidin-4-yl)-1,4-oxazepan-3-yl)-3-chlorophenyl)-3-methylazepan-3-ol NC1=NC(=CC(=N1)N1C(COCCC1)C1=C(C=C(C=C1)N1C[C@](CCCC1)(O)C)Cl)C